COC=1C=C2C(=NC=NC2=C(C1)OC)N1CCC(CC1)CCP(O)(O)=O (2-(1-(6,8-dimethoxyquinazolin-4-yl)piperidin-4-yl)ethyl)phosphonic Acid